1-prop-1-ynylcyclopropanol C(#CC)C1(CC1)O